C(=O)[O-].COC1=C(C=CC(=C1C)OC)CCCC1=C(OCCCC[P+](C2=CC=CC=C2)(C2=CC=CC=C2)C2=CC=CC=C2)C=C(C=C1)O (4-(2-(3-(2,4-dimethoxy-3-methylphenyl)propyl)-5-hydroxyphenoxy)butyl)triphenylphosphonium formate